C(C)OC(=O)C=1C(=NN(C1Br)COC)Br 3,5-dibromo-1-(methoxymethyl)-1H-pyrazole-4-carboxylic acid ethyl ester